N[C@H]1C[C@H](N(C1)C1=CC2=C(C=3N(CCO2)C=C(N3)N3C(N(C(C3C(C)C)=O)C3CC3)=O)C=C1)C(=O)N (2S,4S)-4-amino-1-(2-(3-cyclopropyl-5-isopropyl-2,4-dioxoimidazolidin-1-yl)-5,6-dihydrobenzo[f]imidazo[1,2-d][1,4]oxazepin-9-yl)pyrrolidine-2-carboxamide